tert-butyl 4-(6-(1-hydroxypropyl)pyrazolo[1,5-a]pyridin-3-yl)piperazine-1-carboxylate OC(CC)C=1C=CC=2N(C1)N=CC2N2CCN(CC2)C(=O)OC(C)(C)C